methyl 2-(2-(4-(4-carbamoyl-1H-benzo[d]imidazol-2-yl)benzamido)ethyl)-1H-benzo[d]imidazole-5-carboxylate C(N)(=O)C1=CC=CC=2NC(=NC21)C2=CC=C(C(=O)NCCC1=NC3=C(N1)C=CC(=C3)C(=O)OC)C=C2